C(C)(C)(C)OC(=O)N(C(OC(C)(C)C)=O)C=1N=CC2=CC=CC(=C2C1)C=O tert-butyl (tert-butoxycarbonyl)(5-formylisoquinolin-3-yl)carbamate